C(C1=CC=CC=C1)OC1=C(C(N(C(=C1)C)C1=C(C=CC=C1F)F)=O)Br 4-(benzyloxy)-3-bromo-1-(2,6-difluorophenyl)-6-methylpyridin-2(1H)-one